6-(2-(4'-(tert-butyl)-[1,1'-biphenyl]-3-yl)acetyl)-2-(1-(3-chlorophenyl)cyclopropyl)-5,6,7,8-tetrahydropyrido[4,3-d]pyrimidin-4(3H)-one C(C)(C)(C)C1=CC=C(C=C1)C1=CC(=CC=C1)CC(=O)N1CC2=C(N=C(NC2=O)C2(CC2)C2=CC(=CC=C2)Cl)CC1